t-Butoxyphenyltrichlorosilane C(C)(C)(C)OC1=C(C=CC=C1)[Si](Cl)(Cl)Cl